FC(SCO)F difluoromethylthiomethylalcohol